C(#N)C1(CC1)CN1N=CC(=C1)C1=CC=CC(=N1)C(=O)NC1=NC(=NC(=C1)N1C[C@@H](C([C@@H](C1)C)(C)O)C)C 6-(1-((1-cyanocyclopropyl)methyl)-1H-pyrazol-4-yl)-N-(6-((3S,4s,5R)-4-hydroxy-3,4,5-trimethylpiperidin-1-yl)-2-methylpyrimidin-4-yl)picolinamide